FC=1C=C2C(=NNC2=CC1OCCOC)C1=CC(=NO1)C1=CC=C(C=C1)C(=O)N1CC(C1)N1CCOCC1 5-Fluoro-6-(2-methoxyethoxy)-3-(3-{4-[3-(morpholin-4-yl)azetidin-1-carbonyl]phenyl}-1,2-oxazol-5-yl)-1H-indazol